N-tetradecyl-2-formyl-3-tetrahydropyranyloxypyridin-4-one C(CCCCCCCCCCCCC)N1C(=C(C(C=C1)=O)OC1OCCCC1)C=O